FC=1C=C(C=CC1F)N1C(CN(CC1)C(=O)C1=C(OC=2N=CN=C(C21)NC2(CC2)C)C)=O 1-(3,4-difluorophenyl)-4-{6-methyl-4-[(1-methylcyclopropyl)amino]furo[2,3-d]pyrimidine-5-carbonyl}piperazin-2-one